NC1=NC=2N=C(C(=CC2C2=C1C=NN2C)C(=O)N([C@@H]2COCC1=C2C=CC(=C1)C(F)(F)F)C)Cl 4-amino-7-chloro-N,1-dimethyl-N-((4S)-7-(trifluoromethyl)-3,4-dihydro-1H-2-benzopyran-4-yl)-1H-pyrazolo[4,3-c][1,8]naphthyridine-8-carboxamide